trans-5-norbornene-2,3-dicarbonyl chloride C1[C@@H]2C=C[C@H]1[C@H]([C@@H]2C(=O)Cl)C(=O)Cl